5-n-Butyl-1,3-diethyl-4-hydroxy-pyrazol C(CCC)C1=C(C(=NN1CC)CC)O